CC1(CC1)OC=1C=C2C(=NN(C2=CC1)COCC[Si](C)(C)C)C1=CC(=NC=N1)C=1CCN(CC1)C(=O)OC(C)(C)C tert-butyl 4-[6-[5-(1-methylcyclopropoxy)-1-(2-trimethylsilylethoxymethyl)indazol-3-yl]pyrimidin-4-yl]-3,6-dihydro-2H-pyridine-1-carboxylate